anthracene-9,10-diyl-dimethanol C1=CC=CC2=C(C3=CC=CC=C3C(=C12)CO)CO